N-(3-(2,5-dimethyl-1H-imidazol-1-yl)phenyl)-4-((4-methylpiperazin-1-yl)methyl)benzamide CC=1N(C(=CN1)C)C=1C=C(C=CC1)NC(C1=CC=C(C=C1)CN1CCN(CC1)C)=O